C(C1=CC=CC=C1)N1N=C(C(=C1)C)C=1C=C2CN(C(C2=CC1)=O)C1C(NC(CC1)=O)=O 3-(5-(1-benzyl-4-methyl-1H-pyrazol-3-yl)-1-oxoisoindolin-2-yl)piperidine-2,6-dione